(methylsulfonyl)butan CS(=O)(=O)CCCC